6-(4-chlorobenzyl)-2-methyl-N-((2-methyloxazol-4-yl)methyl)-5-oxo-5,6-dihydro-1,6-naphthyridine-3-carboxamide ClC1=CC=C(CN2C(C=3C=C(C(=NC3C=C2)C)C(=O)NCC=2N=C(OC2)C)=O)C=C1